trifluoro propylene oxide FC(C1CO1)(F)F